C(C)(C)(C)N(C(O)=O)CCC(C[C@H]([C@@H](C)N(C(O)=O)C(C)(C)C)CN)C1CC1.C(C)C=1OC2=C(C1C(=O)C1=CC=C(C=C1)OC)C(=C(C(=C2[2H])[2H])[2H])[2H] (2-ethylbenzofuran-3-yl-4,5,6,7-d4)(4-methoxyphenyl)methanone di-tert-butyl-((5S,6R)-5-(aminomethyl)-3-cyclopropylheptane-1,6-diyl)dicarbamate